Cl.O1CC(C2C1CNC2)CN(C)C 1-(3,3a,4,5,6,6a-hexahydro-2H-furo[2,3-c]pyrrol-3-yl)-N,N-dimethyl-methylamine hydrochloride